6-hexanediamine Hydrochloride CCCCCCN.N.Cl